methyl 3-[cyclopropyl(difluoro)methyl]-5-(trifluoromethyl)benzoate C1(CC1)C(C=1C=C(C(=O)OC)C=C(C1)C(F)(F)F)(F)F